COCCN1C(=NC2=CC=C(C=C2C1=O)[N+](=O)[O-])C1=CC=NC=C1 3-(2-methoxyethyl)-6-nitro-2-(pyridin-4-yl)quinazolin-4(3H)-one